1-chloro-2-(difluoromethyl)-5-fluoro-4-nitrobenzene ClC1=C(C=C(C(=C1)F)[N+](=O)[O-])C(F)F